CN1C(C(CCC1=O)N1C(C2=CC=CC(=C2C1)OC(C(=O)O)CCCCCC)=O)=O ((2-(1-methyl-2,6-dioxopiperidin-3-yl)-1-oxoisoindolin-4-yl)oxy)octanoic acid